N-(5-(cyclobutylmethoxy)pyridin-2-yl)-2-((S)-4,4-difluoro-3-(6-oxo-1,6-dihydropyridin-3-yl)piperidin-1-yl)propionamide C1(CCC1)COC=1C=CC(=NC1)NC(C(C)N1C[C@@H](C(CC1)(F)F)C1=CNC(C=C1)=O)=O